C12C=C(CC(CC1)N2)C2=C(C=C1C(=CN(C1=C2)C)N2C(NC(CC2)=O)=O)F 1-(6-(8-Azabicyclo[3.2.1]oct-2-en-3-yl)-5-fluoro-1-methyl-1H-indol-3-yl)dihydropyrimidine-2,4(1H,3H)-dione